FC1=C(C=C(C=C1)F)[C@@H]1N(CCC1)C1=NC=2N(C=C1)N=CC2C2=CC=CC(=N2)N2CCN(CC2)CC=2C=C1C(N(C(C1=CC2)=O)C2C(NC(CC2)=O)=O)=O 5-((4-(6-(5-((R)-2-(2,5-difluorophenyl)pyrrolidin-1-yl)pyrazolo[1,5-a]pyrimidin-3-yl)pyridin-2-yl)piperazin-1-yl)methyl)-2-(2,6-dioxopiperidin-3-yl)isoindoline-1,3-dione